Methyl 2-{4-[(5,5,8,8-tetramethyl-5,6,7,8-tetrahydronaphthalen-2-yl)sulfanyl]phenyl}acetate CC1(C=2C=CC(=CC2C(CC1)(C)C)SC1=CC=C(C=C1)CC(=O)OC)C